tetramethyl-3,7,10,13,17,19-hexaazabicyclo[14.2.2]icosane CN1C(C2(CNC(CCNCCNCCNCCC1)CN2)C)(C)C